((R)-1-(3-(difluoromethyl)-2-fluorophenyl)ethyl)-2-methyl-6-((S)-2-methylpiperazin-1-yl)pyrido[3,4-d]pyrimidin-4-amine FC(C=1C(=C(C=CC1)[C@H](C)C1=C(N=CC=2N=C(N=C(C21)N)C)N2[C@H](CNCC2)C)F)F